hexafluorodiphenoxydiphenylamine FC=1C(C(C(C(C1)(NC1=CC=CC=C1)F)(OC1=CC=CC=C1)F)(OC1=CC=CC=C1)F)(F)F